(3,6-Difluoro-pyridin-2-yl)-N-isopropyl-N'-(3-methanesulfonyl-phenyl)-[1,3,5]triazine-2,4-diamine FC=1C(=NC(=CC1)F)C1=NC(=NC(=N1)NC(C)C)NC1=CC(=CC=C1)S(=O)(=O)C